NC=1C(NC2=C(C(=C(C=C2C1C=1C2=CN(N=C2C(=CC1)F)C1OCCCC1)C)N)S)=O 3,7-diamino-4-[7-fluoro-2-(oxan-2-yl)indazol-4-yl]-6-methyl-8-sulfanyl-1H-quinolin-2-one